6-vinyl-indazole C(=C)C1=CC=C2C=NNC2=C1